C1(=CC=CC=C1)OCC(C1=CC=CC=C1)(C)OC 2-methoxy(2'-methyl-2'-phenylethyl) phenyl ether